N1N=CC(=C1)S(=O)(=O)C=1C=C2C=NN(C(C2=CC1)=O)CC1=NC=C(C=C1)OC 6-((1H-pyrazol-4-yl)sulfonyl)-2-((5-methoxypyridin-2-yl)methyl)phthalazin-1(2H)-one